CC1(N(CCC1)CCN1C=NC2=CC=C(C=C2C1=O)OC1=CC(=NC=C1)C=1C=NN(C1)C)C 3-[2-(2,2-dimethylpyrrolidin-1-yl)ethyl]-6-{[2-(1-methylpyrazol-4-yl)-4-pyridyl]oxy}quinazolin-4-one